CN1N=CC=2C1=NC=CC2N2CCC(CC2)C2=NC=C(C=C2C)N2CCNCC2 1-Methyl-4-[4-(3-methyl-5-piperazin-1-yl-2-pyridinyl)-1-piperidinyl]pyrazolo[3,4-b]pyridine